FC1=C(C=CC(=C1)C)C=1CCS(C2=C(C1C1=CC=C(C=C1)O[C@@H]1CN(CC1)CCCF)C=CC(=C2)O)(=O)=O 4-(2-fluoro-4-methyl-phenyl)-5-[4-[(3S)-1-(3-fluoropropyl)pyrrolidin-3-yl]oxyphenyl]-1,1-dioxo-2,3-dihydro-1λ6-benzothiepin-8-ol